ClCC=1SC=NN1 2-(chloromethyl)-1,3,4-thiadiazole